(3S)-N-[3-(6-[[(1S)-3,3-difluorocyclopentyl]amino]-2-(morpholin-4-yl)pyrimidin-4-yl)-4-methylphenyl]-3-(2,2,2-trifluoroethyl)pyrrolidine-1-carboxamide FC1(C[C@H](CC1)NC1=CC(=NC(=N1)N1CCOCC1)C=1C=C(C=CC1C)NC(=O)N1C[C@@H](CC1)CC(F)(F)F)F